C1(CCCCC1)[C@H](C(=O)N1[C@H](CCCC1)C(=O)O[C@@H](CCC1=CC(=C(C=C1)OC)OC)C1=CC(=CC=C1)O)C1=CC(=C(C(=C1)OC)OC)OCCO (S)-(R)-3-(3,4-dimethoxyphenyl)-1-(3-hydroxyphenyl)propyl 1-((S)-2-cyclohexyl-2-(3-(2-hydroxy-ethoxy)-4,5-dimethoxyphenyl)acetyl)piperidine-2-carboxylate